CC[C@@H](C)C(=O)C(=O)N[C@H]1CC2=CC(=C(C=C2)O)C3=C4C(=CC=C3)[C@]([C@H]([C@H](NC(=O)[C@@H](NC1=O)CC(=O)N)C(=O)N/C=C\\C)O)(C(=O)N4)O The molecule is a 17-membered macrocyclic lactam that incorporates a phenol and a substituted indole moiety. It includes a R-hydroxy group at position 11 and a (3-methyl-2-oxopentanoyl)amino group at position at position 18 with a S-methyl group. It acts as a proteasome inhibitor and is obtained from Apiospora montagnei Sacc. TC 1093, isolated from a soil sample. It has a role as an antimicrobial agent, an antineoplastic agent, a proteasome inhibitor and a fungal metabolite. It is a member of indoles, a lactam, a macrocycle, a member of phenols, a secondary alcohol and a tertiary alcohol.